7-cyclopropyl-4-(cyclopropylamino)-1-(2-ethynylphenyl)quinazolin-2(1H)-one C1(CC1)C1=CC=C2C(=NC(N(C2=C1)C1=C(C=CC=C1)C#C)=O)NC1CC1